(2-amino-4-pyridyl)boric acid NC1=NC=CC(=C1)OB(O)O